6,6'-bis(2'-(methoxymethoxy)-3',5'-dimethyl-[1,1'-biphenyl]-2-yl)-2,2'-bipyridine COCOC1=C(C=C(C=C1C)C)C1=C(C=CC=C1)C1=CC=CC(=N1)C1=NC(=CC=C1)C1=C(C=CC=C1)C1=C(C(=CC(=C1)C)C)OCOC